C(CCCCCCCCCCCCCCCCC)(=O)OCO.C(CCCCCCCCCCCCCCCCC)(=O)OCO.C(CCCCCCCCCCCCCCCCC)(=O)OCO trimethylol tristearate